tert-butyl (R)-1-((tert-butoxycarbonyl) amino)-3-carbonyl-8-azaspiro[4.5]decane-8-carboxylate C(C)(C)(C)OC(=O)N[C@@H]1CC(CC12CCN(CC2)C(=O)OC(C)(C)C)=C=O